BrC=1C=CC(=NC1)CC(=O)OC methyl 2-(5-bromo-2-pyridyl)acetate